3-[(3R,9aS)-8-[2-Chloro-3-(3-fluoro-1H-pyrazol-4-yl)benzoyl]-3,4,6,7,9,9a-hexahydro-1H-pyrazino[2,1-c][1,4]oxazin-3-yl]-5-chloro-1H-pyridin-2-on ClC1=C(C(=O)N2C[C@H]3CO[C@@H](CN3CC2)C=2C(NC=C(C2)Cl)=O)C=CC=C1C=1C(=NNC1)F